[N+](=O)([O-])C1=C(C(C(=O)O)=CC(=C1)[N+](=O)[O-])O lg-3,5-dinitrosalicylic acid